Hexenyl-Dimethylsilane tert-butyl-N-(8-bromo-7-chloro-3,4-dihydro-2H-pyrano[3,2-b]pyridin-6-yl)carbamate C(C)(C)(C)OC(NC1=C(C(=C2C(=N1)CCCO2)Br)Cl)=O.C(=CCCCC)[SiH](C)C